N[C@@H]1[C@@H](OCC12CCN(CC2)C2=NC1=C(C=3N2C=CN3)C(=NN1)C#CC=1C(=C(C=CC1)O)F)C 3-((5-((3S,4S)-4-amino-3-methyl-2-oxa-8-azaspiro[4.5]decan-8-yl)-7H-imidazo[1,2-c]pyrazolo[4,3-e]pyrimidin-9-yl)ethynyl)-2-fluorophenol